FC1=CC(=CC=2C=CB(OC21)O)NC(OC(C)(C)C)=O tert-butyl (8-fluoro-2-hydroxy-2H-benzo[e][1,2]oxaborinin-6-yl)carbamate